N-(3-(5-(((1-acetylpiperidin-4-yl)amino)methyl)-3'-chloro-6-methoxy-[2,4'-bipyridin]-2'-yl)-2-chlorophenyl)-5-((3-hydroxypyrrolidin-1-yl)methyl)-4-methoxypicolinamide C(C)(=O)N1CCC(CC1)NCC=1C=CC(=NC1OC)C1=C(C(=NC=C1)C=1C(=C(C=CC1)NC(C1=NC=C(C(=C1)OC)CN1CC(CC1)O)=O)Cl)Cl